platinum ruthenium carbon tert-butyl 3-[4-[2-fluoro-3-(2-trimethylsilylethynyl)anilino]quinazolin-6-yl]-3-methyl-azetidine-1-carboxylate FC1=C(NC2=NC=NC3=CC=C(C=C23)C2(CN(C2)C(=O)OC(C)(C)C)C)C=CC=C1C#C[Si](C)(C)C.[C].[Ru].[Pt]